2-propylmercapto-5-(4-bromophenyl)-5,6-dihydropyrido[2,3-d]pyrimidine-4,7(3H,8H)-dione C(CC)SC=1NC(C2=C(N1)NC(CC2C2=CC=C(C=C2)Br)=O)=O